2-Chloro-N-{2-[4-(difluoromethyl)-1,3-thiazol-5-yl]-2-{4-[(6-fluoro-5-methylpyrimidin-4-yl)oxy]piperidin-1-yl}ethyl}-6-fluorobenzamide ClC1=C(C(=O)NCC(N2CCC(CC2)OC2=NC=NC(=C2C)F)C2=C(N=CS2)C(F)F)C(=CC=C1)F